CuMALCopper malate C(C(O)CC(=O)[O-])(=O)[O-].C(C1=CC=C(C(C)C)C=C1)=[Cu+2]